C1(CC1)S(=O)(=O)NC1=NC=CC(=N1)C(C(=O)NC1=NC=C(C=C1C)C1=NC(=CN=C1)OCC)CC 2-(2-(cyclopropanesulfonamido)pyrimidin-4-yl)-N-(5-(6-ethoxypyrazin-2-yl)-3-methylpyridin-2-yl)butanamide